(4S,5S)-5-amino-7-ethyl-4-(4-fluorophenyl)-3-methyl-1-phenyl-1H,4H,5H,6H,7H-pyrazolo[3,4-b]pyridin-6-one N[C@H]1[C@H](C2=C(N(C1=O)CC)N(N=C2C)C2=CC=CC=C2)C2=CC=C(C=C2)F